(dimethylpropyl)-benzoxazol CC(CC)(C)C=1OC2=C(N1)C=CC=C2